BrC1=NOC(=N1)C(C)C 3-bromo-5-isopropyl-1,2,4-oxadiazole